C(CCCCCCCCCCCCCCC)(=O)OC[C@@H](OC(CCCCCCCCCCCCC)=O)COP(=O)(O)OC[C@H](N)C(=O)O 1-palmitoyl-2-myristoyl-sn-glycero-3-phosphoserine